N-(4-(8-fluoro-2,3-dihydrobenzo[f][1,4]oxazepin-4(5H)-yl)-2,6-dimethylphenyl)-3,3-dimethylbutanamide FC1=CC2=C(CN(CCO2)C2=CC(=C(C(=C2)C)NC(CC(C)(C)C)=O)C)C=C1